NC=1C=C(C=C2C=C(N=CC12)NC(=O)[C@H]1[C@@H](C1)C#N)C=1C=NC=CC1C(C)(F)F trans-N-(8-amino-6-(4-(1,1-difluoroethyl)pyridin-3-yl)isoquinolin-3-yl)-2-cyanocyclopropane-1-carboxamide